FC1(CN(CC1)C1CCNCC1)F 4-(3,3-difluoropyrrolidin-1-yl)piperidine